ethoxydiethyleneglycol acrylate C(C=C)(=O)O.C(C)OC(COCCO)O